(S)-(-)-4-(1-hydroxyethyl)pyridine O[C@@H](C)C1=CC=NC=C1